2-(3-pyridinyl)-2H-indazole-5-carboxamide N1=CC(=CC=C1)N1N=C2C=CC(=CC2=C1)C(=O)N